2-methoxy-N-(3-(4,4,5,5-tetramethyl-1,3,2-dioxaborolan-2-yl)benzyl)ethanesulfonamide COCCS(=O)(=O)NCC1=CC(=CC=C1)B1OC(C(O1)(C)C)(C)C